C(C)OC1=CC=C(C=C1)C=1C2=CC=CC=C2N=C2C=CC=CC12 9-(p-ethoxyphenyl)acridine